C[C@H]1N(CCOC1)C1=NC2=C(N=CC=C2C(=C1)C=1CCNCC1)C1=CC=NN1 2-[(3R)-3-methylmorpholin-4-yl]-8-(1H-pyrazol-5-yl)-4-(1,2,3,6-tetrahydropyridin-4-yl)-1,7-naphthyridine